(S)-(tert-butyl 2-((3-chloro-2-fluorobenzyl) amino)-1-cyclopropyl-2-oxoethyl) carbamate C(N)(O[C@@](C(=O)NCC1=C(C(=CC=C1)Cl)F)(C1CC1)C(C)(C)C)=O